1-(4-chloro-3-fluorophenyl)-3-methylpyrrolidine-3-carboxamide ClC1=C(C=C(C=C1)N1CC(CC1)(C(=O)N)C)F